(2S)-tetrahydro-1H-pyrrole-2-carboxylic acid methyl ester COC(=O)[C@H]1NCCC1